S1C(=CC=C1)C[C@H](N)C(=O)O 3-(2-thienyl)-L-alanine